N[C@@H](CN1C(C=2C=C3C(=CC2CC1)N(C(=N3)C=3N(C1=C(C=CC=C1C3)OC[C@@H](C)N3C=NC(=C3)F)CC3CC3)C)=O)C 6-((R)-2-aminopropyl)-2-(1-(cyclopropylmethyl)-7-((R)-2-(4-fluoro-1H-imidazol-1-yl)propoxy)-1H-indol-2-yl)-1-methyl-1,6,7,8-tetrahydro-5H-imidazo[4,5-g]isoquinolin-5-one